1-(4-methoxybenzyl)-1,2,3,4,5,6,7,8-octahydroisoquinoline COC1=CC=C(CC2NCCC=3CCCCC23)C=C1